[S-2].[Zn+2].[In+3].[Co+2].[Co+2].[Co+2] tricobalt indium zinc sulfide